(Z)-5-[6-(methylamino)imidazo[1,2-b]pyridazin-3-yl]pent-4-en-1-ol CNC=1C=CC=2N(N1)C(=CN2)\C=C/CCCO